(R)-ethyl 3-((4-(trifluoromethoxy)phenyl)sulfonamido)-3-(3-(trifluoromethyl)phenyl)propanoate FC(OC1=CC=C(C=C1)S(=O)(=O)N[C@H](CC(=O)OCC)C1=CC(=CC=C1)C(F)(F)F)(F)F